1,3,5-tribenzyl-6-methylpyrimidine-2,4(1H,3H)-dione C(C1=CC=CC=C1)N1C(N(C(C(=C1C)CC1=CC=CC=C1)=O)CC1=CC=CC=C1)=O